methyl-1-(pyridin-2-yl)methanamine CC(N)C1=NC=CC=C1